4-(2-(N-(2-chloro-4-fluorobenzyl)-(2,3,4,5,6-pentafluorophenyl)sulfonamido)-N-(3-cyclopropyl-5-(pyrrolidin-1-yl)benzyl)acetamido)-3-cyclopropoxybenzoic acid ClC1=C(CN(S(=O)(=O)C2=C(C(=C(C(=C2F)F)F)F)F)CC(=O)N(CC2=CC(=CC(=C2)N2CCCC2)C2CC2)C2=C(C=C(C(=O)O)C=C2)OC2CC2)C=CC(=C1)F